CC1([C@H](C1)C(=O)N1CC2(C1)CN(C[C@H]2C(=O)NC2=C(C=C(C=C2)OC2=C(C=CC=C2)C2=CN=CS2)O)C(=O)C2=CN=CS2)C (S)-2-((S)-2,2-dimethylcyclopropane-1-carbonyl)-N-(2-hydroxy-4-(2-(thiazol-5-yl)phenoxy)phenyl)-6-(thiazole-5-carbonyl)-2,6-diazaspiro[3.4]octane-8-carboxamide